3-(3-(1H-pyrrolo[2,3-b]pyridin-5-yl)phenyl)-N-(3-fluoro-4-methylphenyl)acrylamide N1C=CC=2C1=NC=C(C2)C=2C=C(C=CC2)C=CC(=O)NC2=CC(=C(C=C2)C)F